C(C1=CC=CC=C1)OC1=C(C=C(OC[C@@H]2OC2)C=C1)OCCC1=CC=CC=C1 (R)-2-((4-(benzyloxy)-3-phenethoxyphenoxy)methyl)oxirane